C(C)(C)(C)OC(=O)N1[C@H](C[C@@H](C1)C1=CC=CC=C1)C(=O)[O-] (2R,4R)-1-(tert-butoxycarbonyl)-4-phenylpyrrolidine-2-carboxylate